C(C)C=1C=NN2C1C(=CC(=C2)OCOC)C2=C(C=C1C(=NC(=NC1=C2F)OC[C@]21CCCN1C[C@@H](C2)F)O)F 7-(3-ethyl-6-(methoxymethoxy)pyrazolo[1,5-a]pyridin-4-yl)-6,8-difluoro-2-(((2R,7aS)-2-fluorotetrahydro-1H-pyrrolizin-7a(5H)-yl)methoxy)quinazolin-4-ol